5-(5,6-dihydro-8H-[1,2,4]triazolo[3,4-c][1,4]thiazin-3-yl)pyridine N=1N=C(N2C1CSCC2)C=2C=CC=NC2